FC1=CC=C(C(=O)C2=CC=C(C=C2)[N+](=O)[O-])C=C1 4-fluoro-4'-nitrobenzophenone